C1(CC1)C1=NOC(C1)C(=O)O 3-cyclopropyl-4,5-dihydroisoxazole-5-carboxylic acid